COCC1CN(C1)C1CCN(CC1)C1=CC=C(N)C=C1 4-{4-[3-(methoxymethyl)azetidin-1-yl]piperidin-1-yl}aniline